1-cyclopropyl-6,7-difluoro-8-methoxy-4-oxo-1,4-dihydroquinoline-3-carboxylic acid ethyl ester C(C)OC(=O)C1=CN(C2=C(C(=C(C=C2C1=O)F)F)OC)C1CC1